ClC1=C(C(=CC=C1)Cl)N1CC(C1)C1=C(C=C(C(=N1)C)CN1CCC(CC1)C(=O)O)C 1-((6-(1-(2,6-dichlorophenyl)azetidin-3-yl)-2,5-dimethyl-pyridin-3-yl)methyl)piperidine-4-carboxylic acid